5-(3-bromo-2-hydroxypropyl)-2,3-dihydro-1H-indene-2-carboxylic acid methyl ester COC(=O)C1CC2=CC=C(C=C2C1)CC(CBr)O